FC1=CC=C2C(N(N=C(C2=C1)C(=O)N1CCN(CC1)C=1C=C(C#N)C=CC1)C)=O 3-(4-(7-fluoro-3-methyl-4-oxo-3,4-dihydrophthalazine-1-carbonyl)piperazin-1-yl)benzonitrile